FC(OC1=CC=C(C=C1)C1=CN=C(O1)C=O)(F)F 5-(4-(trifluoromethoxy)phenyl)oxazole-2-formaldehyde